N-((1S,2R)-2-(benzo[b]thiophen-3-yl)-1-(5-oxo-4,5-dihydro-1,3,4-oxadiazol-2-yl)propyl)-4-chloro-2-methoxybenzenesulfonamide S1C2=C(C(=C1)[C@H]([C@@H](C=1OC(NN1)=O)NS(=O)(=O)C1=C(C=C(C=C1)Cl)OC)C)C=CC=C2